anti-Furfuraldehyde oxime C(C1=CC=CO1)=NO